5-((7-Fluoro-2,3-dihydrobenzo[b][1,4]dioxin-5-yl)amino)-N-(2-hydroxyethoxy)-7-(methylamino)pyrazolo[1,5-a]pyrimidine-3-carboxamide FC=1C=C(C2=C(OCCO2)C1)NC1=NC=2N(C(=C1)NC)N=CC2C(=O)NOCCO